(S)-(1-(4-((3-chloro-4-methoxybenzyl)amino)-5-((pyrimidin-2-ylmethyl)carbamoyl)pyrimidin-2-yl)pyrrolidin-2-yl)methyl (4-nitrophenyl) carbonate C(OC[C@H]1N(CCC1)C1=NC=C(C(=N1)NCC1=CC(=C(C=C1)OC)Cl)C(NCC1=NC=CC=N1)=O)(OC1=CC=C(C=C1)[N+](=O)[O-])=O